N-[6-fluoro-2-(2-iodoethyl)indazol-5-yl]-6-(trifluoromethyl)pyridine-2-carboxamide FC=1C(=CC2=CN(N=C2C1)CCI)NC(=O)C1=NC(=CC=C1)C(F)(F)F